(R)-1-((3R,4R)-4-(2-chlorophenyl)-1-((1-fluorocyclopropyl)methyl)pyrrolidine-3-carbonyl)-4-fluoro-N-((R,Z)-4-(methylsulfonyl)but-3-en-2-yl)azepane-4-carboxamide ClC1=C(C=CC=C1)[C@H]1[C@H](CN(C1)CC1(CC1)F)C(=O)N1CC[C@](CCC1)(C(=O)N[C@H](C)\C=C/S(=O)(=O)C)F